FC(OC1=C(C=C(C(=N1)N1CCN(CC1)C)NC(C=C)=O)NC1=NC=NC(=C1)N1OCC[C@@H]1C1=C(C(=CC=C1)C(F)(F)F)F)F (R)-N-(6-(difluoromethoxy)-5-((6-(3-(2-fluoro-3-(trifluoromethyl)phenyl)isoxazolidin-2-yl)pyrimidin-4-yl)amino)-2-(4-methylpiperazin-1-yl)pyridin-3-yl)acrylamide